4-(piperazin-1-yl)benzonitrile N1(CCNCC1)C1=CC=C(C#N)C=C1